CN(C1(CCC2(CN(C(N2)=O)C=2C=NC(=NC2)N2CCOCC2)CC1)C1=CC=CC=C1)CC1COCC1 8-[methyl-(tetrahydro-furan-3-yl-methyl)-amino]-3-(2-morpholin-4-yl-pyrimidin-5-yl)-8-phenyl-1,3-diazaspiro[4.5]decan-2-one